N1C=NC=C2C=CC=3C(=C12)C=NN3 PYRAZOLOQUINAZOLINE